(1s,3r)-3-(2-(5,6,7,8-tetrahydro-1,8-naphthyridin-2-yl)ethyl)cyclobutan-1-amine N1=C(C=CC=2CCCNC12)CCC1CC(C1)N